Cl.ClC=1C(=C(C=CC1)C(C)C(CNC1CC1)N)F [1-(3-chloro-2-fluorophenyl)ethyl]-N'-cyclopropyl-ethane-1,2-diamine hydrochloride